OCC[C@H](CCC=C)S(=O)(=O)N(CC1=CC=C(C=C1)OC)CC1=CC=C(C=C1)OC (S)-1-HYDROXY-N,N-BIS(4-METHOXYBENZYL)HEPT-6-ENE-3-SULFONAMIDE